C[C@@H]1N(CC1)C=1N=C(C2=C(N1)C=CS2)N2C(C1C(C1C2)CC(=O)O)=O 2-[3-{2-[(2S)-2-methyl-azetidin-1-yl]-thieno[3,2-d]pyrimidin-4-yl}-2-oxo-3-azabicyclo[3.1.0]hex-6-yl]acetic acid